1-[4-({4-[(5-cyclopentyl-1H-pyrazol-3-yl)amino]pyrimidin-2-yl}amino)phenyl]-3-[3-(trifluoromethyl)phenyl]urea C1(CCCC1)C1=CC(=NN1)NC1=NC(=NC=C1)NC1=CC=C(C=C1)NC(=O)NC1=CC(=CC=C1)C(F)(F)F